C(CC1=CC=CC=C1)N1C=2N(C3=C(C1=O)N=CC=C3)C(NN2)=S 4-phenethyl-1-thioxo-2,4-dihydropyrido[2,3-e][1,2,4]triazolo[4,3-a]pyrimidin-5(1H)-one